(R)-1-(1-(2-cyclopropyl-2'-(dimethylphosphoryl)-3-fluoro-[1,1'-biphenyl]-4-yl)-2-oxopyrrolidin-3-yl)-3-(2-fluoro-4-(trifluoromethyl)phenyl)urea C1(CC1)C1=C(C=CC(=C1F)N1C([C@@H](CC1)NC(=O)NC1=C(C=C(C=C1)C(F)(F)F)F)=O)C1=C(C=CC=C1)P(=O)(C)C